N-butylnonane-1,9-diamine C(CCC)NCCCCCCCCCN